(R)-N-(5-((1-(dimethylamino)propan-2-yl)oxy)-7-(1-methyl-1H-pyrazol-4-yl)quinazolin-4-yl)cinnolin-6-amine CN(C[C@@H](C)OC1=C2C(=NC=NC2=CC(=C1)C=1C=NN(C1)C)NC=1C=C2C=CN=NC2=CC1)C